C(C1=CC=CC=C1)N1C=NC(=C1)C1=CC=C(C=C1)C 1-benzyl-4-(4-methylphenyl)imidazole